C(CC)S(=O)(=O)ON=CC ethanone O-(propylsulfonyl)oxime